2-(ethylthio)-6-methyl-N-(3-(4'-(trifluoromethoxy)-[1,1'-biphenyl]-4-yl)propyl)thieno[2,3-d]pyrimidin-4-amine C(C)SC=1N=C(C2=C(N1)SC(=C2)C)NCCCC2=CC=C(C=C2)C2=CC=C(C=C2)OC(F)(F)F